N1(CCOCC1)C(=O)C1=CN=C(S1)C=O 5-(morpholine-4-carbonyl)thiazole-2-carbaldehyde